C(C)(C)(C)C1=C(C(=CC(=C1)C)C(C)(C)C)O 2,6-ditertiary butyl-4-methyl-phenol